(1s,3s)-3-(2-(trifluoromethyl)-1H-imidazo[4,5-b]pyrazin-1-yl)cyclobutyl ((7-chloro-2-(2,6-dioxopiperidin-3-yl)-4-fluoro-3-oxoisoindolin-5-yl)methyl)carbamate ClC=1C=C(C(=C2C(N(CC12)[C@@H]1C(NC(CC1)=O)=O)=O)F)CNC(OC1CC(C1)N1C(=NC=2C1=NC=CN2)C(F)(F)F)=O